FC=1C=C(C=C(C1F)F)C=1N=NN(C1)[C@@H]1[C@H]([C@@H](SC2=CC3=CC=CC(=C3C=C2)N(C)C)O[C@@H]([C@@H]1O)CO)O 5-dimethylamino-naphthalen-2-yl 3-deoxy-3-[4-(3,4,5-trifluorophenyl)-1H-1,2,3-triazol-1-yl]-1-thio-α-D-galactopyranoside